C1=C(C=C(C=C1O)O)[C@@H](C(=O)[O-])[NH3+] The molecule is an amino acid zwitterion obtained by transfer of a proton from the carboxy to the amino group of (S)-3,5-dihydroxyphenylglycine. It is a tautomer of a (S)-3,5-dihydroxyphenylglycine.